C(C1=CC=CC=C1)C1=CC=C(C(=O)NC2=CC(=NC=C2)C(=O)OC)C=C1 Methyl 4-(4-benzylbenzamido)picolinate